1-(4-(4-((6-aminospiro[3.3]heptan-2-yl)amino)-3-methylphenyl)-2,6-dimethylpiperazin-1-yl)-2,2,2-trifluoroethan-1-one NC1CC2(CC(C2)NC2=C(C=C(C=C2)N2CC(N(C(C2)C)C(C(F)(F)F)=O)C)C)C1